O1C(=NC=C1)N1CC2(C1)OCCC2 2-(oxazol-2-yl)-5-oxa-2-azaspiro[3.4]octane